N-(tert-butoxycarbonyl)-S-benzylcysteine C(C)(C)(C)OC(=O)N[C@@H](CSCC1=CC=CC=C1)C(=O)O